C(C)C=1C(NC2=CC(=CC=C2C1)CN1CCN(CC1)C(=O)C1(CC1)C#N)=O 1-(4-((3-ethyl-2-oxo-1,2-dihydroquinolin-7-yl)methyl)piperazine-1-carbonyl)cyclopropane-1-carbonitrile